2,7-diazaspiro[4.4]nonan-1-one hydrochloride Cl.C1(NCCC12CNCC2)=O